FC1=CC=C(C=C1)C1(COC1)N1CC(C1)(C(=O)O)COC1=CC2=CC=C(C=C2C=C1)OC 1-(3-(4-fluorophenyl)oxetan-3-yl)-3-(((6-methoxynaphthalen-2-yl)oxy)methyl)azetidine-3-carboxylic acid